C(C)[Si](OC=CC)(CC)CC triethyl(prop-1-en-1-yloxy)silane